pentaerythritol tetrakis(3-laurylthiopropionate) C(CCCCCCCCCCC)CCC(=S)OCC(COC(CCCCCCCCCCCCCC)=S)(COC(CCCCCCCCCCCCCC)=S)COC(CCCCCCCCCCCCCC)=S